COC1C2C3CC(CC3C(C1)C2)C=O octahydro-5-methoxy-4,7-methano-1H-indene-2-carbaldehyde